5-bromo-4-chloro-2'-fluoro-[1,1':3',1''-terphenyl]-2-ol BrC1=C(C=C(C(=C1)C1=C(C(=CC=C1)C1=CC=CC=C1)F)O)Cl